FC(S(=O)(=O)[O-])(F)F.[K+] potassium trifluoromethanesulfonate salt